COC1=CC=2COCCOC=3C=CC=C(NC=4N=CC=5C(=NC=C(C#CC2N=C1)C5C4)NC)N3 15-methoxy-N-methyl-8,11-dioxa-2,17,23,27,30-pentazapentacyclo[19.6.2.13,7.013,18.025,29]triaconta-1(28),3,5,7(30),13(18),14,16,21,23,25(29),26-undecaen-19-yn-24-amine